phenylene oxide phosphate P(=O)(O)(O)O.C=12C(=CC=CC1)O2